Cl/C=C/F E-2-chloro-1-fluoroethylene